BrC1=NC=C(C=C1S(=O)(=O)CC)Br 2,5-dibromo-3-ethylsulfonyl-pyridine